FC1(C(CN(CC1)C1=C(C=C2C(=N1)CCCCCC2)C(=O)OC)C)F methyl 2-(4,4-difluoro-3-methylpiperidin-1-yl)-5,6,7,8,9,10-hexahydrocycloocta[b]pyridine-3-carboxylate